C1(CC1)C1=C(C=C(C=C1)C(NC(=O)C1N(CC(C1)F)C(CNC(=O)N1CC(C1)(F)F)=O)C1=CC=CC=C1)F N-[(4-cyclopropyl-3-fluorophenyl)(phenyl)methyl]-1-{2-[(3,3-difluoroazetidine-1-carbonyl)amino]acetyl}-4-fluoropyrrolidine-2-carboxamide